1-((2R,5S)-4-((S)-7-(3-amino-5-methyl-1H-indazol-4-yl)-6-chloro-2-(3-(dimethylamino)azetidin-1-yl)-8-fluoroquinazolin-4-yl)-2,5-dimethylpiperazin-1-yl)prop-2-en-1-one NC1=NNC2=CC=C(C(=C12)C1=C(C=C2C(=NC(=NC2=C1F)N1CC(C1)N(C)C)N1C[C@H](N(C[C@@H]1C)C(C=C)=O)C)Cl)C